C(#N)C1=CC(=NC=C1C)C1=NC=C(C(=C1)C#N)C 4,4'-dicyano-5,5'-dimethyl-2,2'-bipyridine